C(C)N1C[C@@H](CC1)OC=1C=C2COC(C2=CC1)=O (R)-5-((1-ethylpyrrolidin-3-yl)oxy)isobenzofuran-1(3H)-one